NCCC 3-aminopropane